ICCCC\C=C/CCO (3Z)-8-iodo-3-octen-1-ol